6-methyl-2-(2-azidoethoxy)methyl-4-(2-chlorophenyl)-1,4-dihydro-3,5-pyridinedicarboxylic acid methylethyl ester CC(C)OC(=O)C1=C(NC(=C(C1C1=C(C=CC=C1)Cl)C(=O)O)C)COCCN=[N+]=[N-]